CC=1C(=C(C(=C(C(=O)OCCC=2C=NC(=C(C2)C(F)(F)F)OC)C1)C)F)NC(=O)OC(C)(C)C 2-(6-methoxy-5-(trifluoromethyl)pyridin-3-yl)ethan-1-ol methyl-4-((tert-butoxycarbonyl)amino)-3-fluoro-2-methylbenzoate